C(C)OCCNC(=O)NCCOCC N,N'-bis(2-ethoxyethyl)urea